(3S,4R,5R)-6-(prop-2-ynyl)tetrahydro-2H-pyran-2,3,4,5-tetrayl tetraacetate C(C)(=O)OC1OC([C@H]([C@H]([C@@H]1OC(C)=O)OC(C)=O)OC(C)=O)CC#C